acetoxymethyl (1R,5S)-1-(naphthalen-2-yl)-3-azabicyclo[3.1.0]hexane-3-Carboxylate C1=C(C=CC2=CC=CC=C12)[C@@]12CN(C[C@H]2C1)C(=O)OCOC(C)=O